FC1=C2C=CN(C2=CC(=C1OC=1C=CC(=C(C1)N1N=C(C=C1OCC)C(C)C=1C(=C(C=CC1)C=CC(=O)OCC)F)F)F)S(=O)(=O)C1=CC=C(C=C1)C ethyl 3-[3-[1-[1-[5-[4,6-difluoro-1-(p-tolylsulfonyl)indol-5-yl]oxy-2-fluoro-phenyl]-5-ethoxy-pyrazol-3-yl]ethyl]-2-fluoro-phenyl]prop-2-enoate